thiazoledicarboxylic acid S1C(=NC(=C1)C(=O)O)C(=O)O